2-((6-chloro-5-(4'-((3-((((2S,3R,4R,5R)-2,3,4,5,6-pentahydroxyhexyl)amino)methyl)azetidin-1-yl)methyl)-[1,1'-biphenyl]-4-yl)-1H-imidazo[4,5-b]pyridin-2-yl)thio)acetic acid ClC=1C=C2C(=NC1C1=CC=C(C=C1)C1=CC=C(C=C1)CN1CC(C1)CNC[C@@H]([C@H]([C@@H]([C@@H](CO)O)O)O)O)N=C(N2)SCC(=O)O